(R)-(2-phenylpiperazin-1-yl)(3-((2-(trifluoromethoxy)phenyl)ethynyl)-1H-indazol-5-yl)methanone C1(=CC=CC=C1)[C@H]1N(CCNC1)C(=O)C=1C=C2C(=NNC2=CC1)C#CC1=C(C=CC=C1)OC(F)(F)F